ClC=1C(=C(C[C@]2(C[C@H](CC2)NS(=O)(=O)C)C(=O)N)C(=CC1)F)F (1R,3S)-1-(3-chloro-2,6-difluorobenzyl)-3-(methylsulfonamido)cyclopentane-1-carboxamide